BrC1=CC=C(C(=N1)Cl)OC(C)COC 2-((6-bromo-2-chloropyridin-3-yl)oxy)-3-methoxypropan